diethyleneglycol bis[β-(3-t-butyl-4-hydroxy-5-methylphenyl) propionate] C(C)(C)(C)C=1C=C(C=C(C1O)C)CCC(=O)OCCOCCOC(CCC1=CC(=C(C(=C1)C)O)C(C)(C)C)=O